(R)-2-(((S)-3,3-dimethylbutan-2-yl)amino)-1-(1H-indazol-4-yl)ethan-1-ol CC([C@H](C)NC[C@H](O)C1=C2C=NNC2=CC=C1)(C)C